[3-(4-chlorophenyl)pyrrolidin-1-yl]-[4-fluoro-5-pyridazin-4-yl-2-(2-trimethylsilylethoxymethyl)pyrazol-3-yl]methanone ClC1=CC=C(C=C1)C1CN(CC1)C(=O)C=1N(N=C(C1F)C1=CN=NC=C1)COCC[Si](C)(C)C